N-(4-(5-(6-(3-cyanopyrrolo[1,2-b]pyridazin-7-yl)-4-(isopropylamino)pyridin-3-yl)-1,3,4-thiadiazol-2-yl)cyclohex-3-en-1-yl)acetamide C(#N)C1=CC=2N(N=C1)C(=CC2)C2=CC(=C(C=N2)C2=NN=C(S2)C2=CCC(CC2)NC(C)=O)NC(C)C